chloro-N-(5,5-dimethyloxolan-3-yl)pyrido[3,4-d]pyridazin-4-amine ClC1=C2C(=C(N=N1)NC1COC(C1)(C)C)C=NC=C2